3-chloro-5-(dihydroxyboryl)-N-[(2R)-1,1,1-trifluoropropane-2-yl]pyridine-2-carboxamide ClC=1C(=NC=C(C1)B(O)O)C(=O)N[C@@H](C(F)(F)F)C